CS(=O)(=O)C[C@@H]1[C@H](N(C1)C=1N=CC(=C2C=C(N=CC12)N)C(C)C)C 8-[(2R,3S)-3-(methanesulfonyl-methyl)-2-methylazetidin-1-yl]-5-(propan-2-yl)-2,7-naphthyridin-3-amine